C1(CC1)C=1C2=C(N(N1)CC(=O)O)C([C@@H]1[C@H]2C1)(F)F 2-((3bR,4aS)-3-cyclopropyl-5,5-difluoro-3b,4,4a,5-tetrahydro-1H-cyclopropa[3,4]cyclopenta[1,2-c]pyrazol-1-yl)acetic acid